1,1-dimethylethyl [(1R)-1-methyl-2-({4-[(3-methyl-1,2-benzisoxazol-4-yl)oxy]phenyl}amino)-2-oxoethyl]carbamate C[C@H](C(=O)NC1=CC=C(C=C1)OC1=CC=CC2=C1C(=NO2)C)NC(OC(C)(C)C)=O